2-carbamoyl-4-((2R,3R,4S,5S)-3-(3,4-difluoro-2-methoxyphenyl)-4,5-dimethyl-5-(trifluoromethyl)tetrahydrofuran-2-carboxamido)pyridine 1-oxide C(N)(=O)C1=[N+](C=CC(=C1)NC(=O)[C@@H]1O[C@@]([C@H]([C@@H]1C1=C(C(=C(C=C1)F)F)OC)C)(C(F)(F)F)C)[O-]